(S)-(4-(1-hydroxyethyl)benzyl)phosphonic acid diethyl ester C(C)OP(OCC)(=O)CC1=CC=C(C=C1)[C@H](C)O